2-((3-butyl-3-ethyl-5-(4-fluorophenyl)-7-(methylthio)-1,1-dioxido-2,3,4,5-tetrahydro-1,5-benzothiazepin-8-yl)oxy)acetic acid C(CCC)C1(CS(C2=C(N(C1)C1=CC=C(C=C1)F)C=C(C(=C2)OCC(=O)O)SC)(=O)=O)CC